N-(3-(2-oxopyrrolidin-1-yl)propyl)-4-(6-phenyl-1H-imidazo[4,5-c]pyridin-1-yl)benzamide Ethyl-2-bromo-1,5-dimethyl-1H-imidazole-4-carboxylate C(C)OC(=O)C=1N=C(N(C1C)C)Br.O=C1N(CCC1)CCCNC(C1=CC=C(C=C1)N1C=NC=2C=NC(=CC21)C2=CC=CC=C2)=O